C(C)OC(C(CC1CC1)=NC1=CC(=C(C=C1)Br)OC)=O ((4-Bromo-3-methoxyphenyl)imino)-3-cyclopropylpropionic acid ethyl ester